ClC=1C=C(C=CC1CN(CC)CC)C1=CC(=C2C(=N1)C=CS2)NCCCN2CCN(CC2)C 5-(3-chloro-4-((diethylamino)methyl)phenyl)-N-(3-(4-methylpiperazin-1-yl)propyl)thieno[3,2-b]pyridin-7-amine